Chromium Fluoride [F-].[Cr+3].[F-].[F-]